1-(4-((4-(3-phenylisoxazolidin-2-yl)-5-(trifluoromethyl)pyrimidin-2-yl)amino)phenyl)pyrrolidine-2-on C1(=CC=CC=C1)C1N(OCC1)C1=NC(=NC=C1C(F)(F)F)NC1=CC=C(C=C1)N1C(CCC1)=O